5-chloro-2-(4-methylthiazol-5-yl)-1H-pyrimidine-4,6-dione ClC1C(N=C(NC1=O)C1=C(N=CS1)C)=O